CC1=NOC(=C1)C=1N=C(C2=C(N1)C=NC=C2)NC2(CC2)C 2-(3-methyl-1,2-oxazol-5-yl)-N-(1-methylcyclopropyl)pyrido[3,4-d]Pyrimidin-4-amine